6-(4-NITRO-PHENOXY)-2H-PYRIDAZIN-3-ON [N+](=O)([O-])C1=CC=C(OC=2C=CC(NN2)=O)C=C1